1-adamantylmethanol C12(CC3CC(CC(C1)C3)C2)CO